2-((4-Bromo-1-methyl-1H-pyrazol-3-yl)amino)-N-(2-chloro-6-fluoro-3-hydroxyphenyl)thiazole-5-carboxamide BrC=1C(=NN(C1)C)NC=1SC(=CN1)C(=O)NC1=C(C(=CC=C1F)O)Cl